2-[3-(3,5-dibromophenyl)ureido]-N-propylbenzamide BrC=1C=C(C=C(C1)Br)NC(NC1=C(C(=O)NCCC)C=CC=C1)=O